[2-(6-bromo-4-fluoro-indazol-2-yl)-2-(6,7-dihydro-5H-pyrrolo[1,2-c]imidazol-1-yl)acetyl]oxylithium BrC=1C=C(C2=CN(N=C2C1)C(C(=O)O[Li])C1=C2N(C=N1)CCC2)F